BrC1=CC=C2C(=N1)SC=C2S(=O)(=O)NC2=NC=C(C(=N2)OC)CCC#N 6-bromo-N-[5-(2-cyanoethyl)-4-methoxy-pyrimidin-2-yl]thieno[2,3-b]pyridine-3-sulfonamide